CN1CCCC1 (2S)-1-methylpyrrolidin